FC1=CC=C(C=C1)C=1N=C(SC1)N1C[C@@H](N(C[C@H]1C)C(=O)[O-])C (2s,5r)-4-(4-(4-fluorophenyl) thiazol-2-yl)-2,5-dimethylpiperazine-1-carboxylate